(4-(4-nitro-1H-pyrazol-1-yl)piperidin-1-yl)ethanone [N+](=O)([O-])C=1C=NN(C1)C1CCN(CC1)C(C)=O